The molecule is an unsaturated fatty acyl-CoA that results from the formal condensation of the thiol group of coenzyme A with the carboxy group of (3S,7Z)-3-hydroxyhexadecenoic acid. It is an unsaturated fatty acyl-CoA and a long-chain (3S)-hydroxy fatty acyl-CoA. It is a conjugate acid of a (3S,7Z)-3-hydroxyhexadecenoyl-CoA(4-). CCCCCCCC/C=C\\CCC[C@@H](CC(=O)SCCNC(=O)CCNC(=O)[C@@H](C(C)(C)COP(=O)(O)OP(=O)(O)OC[C@@H]1[C@H]([C@H]([C@@H](O1)N2C=NC3=C(N=CN=C32)N)O)OP(=O)(O)O)O)O